N-(3-chloro-2-tolyl)-3-nitropyridin-2-amine ClC=1C(=C(C=CC1)C)NC1=NC=CC=C1[N+](=O)[O-]